2-(2-Bromo-4-iodophenyl)oxazole BrC1=C(C=CC(=C1)I)C=1OC=CN1